N-(hydroxymethyl)acrylamide 1,2-dithiyl-sn-glycero-3-phosphate SOC[C@@H](OS)COP(=O)(O)O.OCNC(C=C)=O